4-[[4-(trifluoromethyl)phenyl]sulfonimidoyl]benzoic acid FC(C1=CC=C(C=C1)S(=O)(=N)C1=CC=C(C(=O)O)C=C1)(F)F